3-hydroxymethyl-valeric acid OCC(CC(=O)O)CC